(3-methyl-4-phenylpiperazin-1-yl)(4-nitro-3-(trifluoromethyl)phenyl)methanone ethyl-4-methoxy-2-[3-(1,3,5-trimethylpyrazol-4-yl)pyrazolo[1,5-a]pyridin-5-yl]thiazole-5-carboxylate C(C)OC(=O)C1=C(N=C(S1)C1=CC=2N(C=C1)N=CC2C=2C(=NN(C2C)C)C)OC.CC2CN(CCN2C2=CC=CC=C2)C(=O)C2=CC(=C(C=C2)[N+](=O)[O-])C(F)(F)F